C(CCCCCCCCN)N nonanediyl-diamine